trifluoroethyl 4-(4-cyano-2-methoxyphenyl)-5-ethoxy-1,4-dihydro-2,8-dimethyl-1,6-naphthyridine-3-carboxylate C(#N)C1=CC(=C(C=C1)C1C(=C(NC2=C(C=NC(=C12)OCC)C)C)C(=O)OCC(F)(F)F)OC